C1NCC12CCN(CC2)C=2C=C(C=CC2)C2=NC=1C=CC3=C(C1C=C2)C2=C(S3)C(N[C@@H](CN2)C)=O (R)-3-(3-(2,7-diazaspiro[3.5]nonan-7-yl)phenyl)-10-methyl-9,10,11,12-tetrahydro-8H-[1,4]diazepino[5',6':4,5]thieno[3,2-f]quinolin-8-one